3-cyclopropyl-4-{[3-(4,5-dihydro-1H-imidazol-2-yl)phenyl]amino}-5-fluoro-N-(imidazolidin-2-ylidene)benzamide C1(CC1)C=1C=C(C(=O)N=C2NCCN2)C=C(C1NC1=CC(=CC=C1)C=1NCCN1)F